(R)-3-methyl-4-(7-(1-(methylsulfonyl)cyclopropyl)-3-(1H-pyrrol-3-yl)pyrazolo[1,5-a]pyrimidin-5-yl)morpholine C[C@H]1N(CCOC1)C1=NC=2N(C(=C1)C1(CC1)S(=O)(=O)C)N=CC2C2=CNC=C2